N1=CC(=CC=C1)CC1N2CCC(C1OC1=CC=C(C=N1)C=1C=C3C=CNC3=CC1)CC2 5-[6-[2-(3-pyridylmethyl)quinuclidin-3-yl]oxy-3-pyridyl]-1H-indole